propyl Butyl Ether C(CCC)OCCC